[Na].CN1CCC(CC1)N(S(=O)(=O)NC(CC=1C=2CCC2C=C2CCC12)=O)C=1C=NN(C1)C N-[(1-methyl-4-piperidyl)-(1-methylpyrazol-4-yl)sulfamoyl]-2-(2-tricyclo[6.2.0.03,6]deca-1(8),2,6-trienyl)acetamide sodium salt